1-phenyl-2-propynol 2,2'-thiodiethylenebis[3-(3,5-di-tert-butyl-4-hydroxyphenyl)propionate] S(CCC(C(=O)O)CC1=CC(=C(C(=C1)C(C)(C)C)O)C(C)(C)C)CCC(C(=O)O)CC1=CC(=C(C(=C1)C(C)(C)C)O)C(C)(C)C.C1(=CC=CC=C1)C(C#C)O